7-(2,4-dichlorophenyl)-6-[4-[4-(dimethoxymethyl)-1-piperidyl]phenyl]-1-fluoro-3-tetrahydropyran-2-yl-9,10-dihydro-8H-cyclohepta[e]indazole ClC1=C(C=CC(=C1)Cl)C1=C(C2=C(C=3C(=NN(C3C=C2)C2OCCCC2)F)CCC1)C1=CC=C(C=C1)N1CCC(CC1)C(OC)OC